6-cyano-7-(5,7-dihydro-6H-pyrrolo[3,4-b]pyridin-6-yl)-1-(3-fluoro-4-hydroxyphenyl)-4-oxo-1,4-dihydro-quinoline-3-carboxylic acid C(#N)C=1C=C2C(C(=CN(C2=CC1N1CC2=NC=CC=C2C1)C1=CC(=C(C=C1)O)F)C(=O)O)=O